4-[4-(1,5-dimethyl-6-oxo-1,6-dihydro-pyridin-3-yl)-2-ethyl-6-methoxy-benzoyl]-piperazine-1-carboxylic acid tert-butyl ester C(C)(C)(C)OC(=O)N1CCN(CC1)C(C1=C(C=C(C=C1OC)C1=CN(C(C(=C1)C)=O)C)CC)=O